ClC=1C=C(C=CC1F)C(CO)(C)NC1=NC2=C(N1)C=CC=C2CN2C(SC=C2)=N (-)-2-(3-chloro-4-fluorophenyl)-2-({4-[(2-imino-2,3-dihydro-1,3-thiazol-3-yl)methyl]-1H-1,3-benzodiazol-2-yl}amino)propan-1-ol